B([O-])([O-])[O-].O=C(C(=O)O)C.O=C(C(=O)O)C.[Li+].[Li+].[Li+] lithium bis(2-oxopropionic acid) borate